C[C@H]1O[C@H](CN(C1)C(CC=1C(OC2=CC(=C(C=C2C1C)OC)O)=O)=O)C 3-(2-((2R,6S)-2,6-dimethylmorpholino)-2-oxoethyl)-7-hydroxy-6-methoxy-4-methyl-2H-chromen-2-one